C(C=C)OC([C@H]([C@@H](C1=CC=C(C=C1)Cl)N)C)=O (2S,3S)-3-amino-3-(4-chlorophenyl)-2-methylpropanoic acid prop-2-en-1-yl ester